N[C@H](COP(O)(O)=O)C(NC1=CC(=CC=C1)CCCCCCCC)=O (R)-phosphoric acid mono-[2-amino-2-(3-octyl-phenylcarbamoyl)-ethyl] ester